ClC1=C(C=CC(=C1Cl)OCC(=O)N1N=CC2=CC(=CC=C12)C)C(C(CC)=C)=O 1-(2,3-dichloro-4-(2-(5-methyl-1H-indazol-1-yl)-2-oxoethoxy)phenyl)-2-methylenebutan-1-one